FC=1C=C2C(=CNC(C2=CC1F)=O)[C@@H](C)N(C(=O)NC1=CC(=C(C=C1)F)F)CC (R)-1-(1-(6,7-difluoro-1-oxo-1,2-dihydroisoquinolin-4-yl)ethyl)-3-(3,4-difluorophenyl)-1-ethylurea